S(C1=CC=CC=C1)CC(=O)O 2-thiophenoxyacetic acid